FC1=C(C=C(C=C1)F)N1C(C(=C2N1CCCC2)C(=O)NC2=CC(=C(C=C2)OC2=NC=NC1=CC(=C(C=C21)OCCOC)OCCOC)Cl)=O (2,5-difluorophenyl)-N-(4-((6,7-bis(2-methoxyethoxy)quinazolin-4-yl)oxy)-3-chlorophenyl)-2-oxo-1,2,4,5,6,7-hexahydropyrazolo[1,5-a]pyridine-3-carboxamide